(3-bromo-2-hydroxy-5-methyl-phenyl)-3-(4,4-dimethyl-1-piperidinyl)propane-1,3-dione BrC=1C(=C(C=C(C1)C)C(CC(=O)N1CCC(CC1)(C)C)=O)O